O1COC2=C1C=CC=C2C2=NOC(=N2)C=2C=C1C=NN(C1=CC2)C(C)C 3-(benzo[d][1,3]dioxol-4-yl)-5-(1-isopropyl-1H-indazol-5-yl)-1,2,4-oxadiazole